6-chloro-8-(4,4-difluorocyclohexyl)-3-methyl-imidazo[1,2-b]pyridazine ClC=1C=C(C=2N(N1)C(=CN2)C)C2CCC(CC2)(F)F